(1,1-dimethyl-2-propynyl) (2-propenyl) methylphosphonate CP(OC(C#C)(C)C)(OCC=C)=O